N-((1r,4r)-4-methoxycyclohexyl)-2-(4-(trifluoromethyl)-1H-imidazol-1-yl)pyrimidine-4-carboxamide COC1CCC(CC1)NC(=O)C1=NC(=NC=C1)N1C=NC(=C1)C(F)(F)F